1-(2,4-dimethylphenyl)-3-(4-(4-methoxyphenyl)butan-2-yl)urea CC1=C(C=CC(=C1)C)NC(=O)NC(C)CCC1=CC=C(C=C1)OC